((S)-oxetan-2-ylmethyl)-benzo[d]imidazole-6-carboxylic acid tert-butyl ester C(C)(C)(C)OC(=O)C=1C=CC2=C(N=C(N2)C[C@@H]2OCC2)C1